(1R,11R)-5-[(1S)-1-amino-2,3-dihydro-1H-inden-5-yl]-18-(difluoromethoxy)-12-methyl-2,9,12-triazapentacyclo[9.8.1.0^{2,10}.0^{3,8}.0^{14,19}]icosa-3(8),4,6,9,14(19),15,17-heptaen-13-one N[C@H]1CCC2=CC(=CC=C12)C1=CC=2N3[C@H]4C=5C(=CC=CC5C(N([C@@H](C3=NC2C=C1)C4)C)=O)OC(F)F